(S or R)-1-(4-(3-(5-amino-9-fluoro-7-methoxy-[1,2,4]triazolo[1,5-c]quinazolin-2-yl)-3-fluoropiperidin-1-yl)-1H-pyrazol-1-yl)-2-methylpropan-2-ol 2,2,2-trifluoroacetate FC(C(=O)O)(F)F.NC1=NC=2C(=CC(=CC2C=2N1N=C(N2)[C@]2(CN(CCC2)C=2C=NN(C2)CC(C)(O)C)F)F)OC |o1:21|